C(C)(C)(C)OC(COC=1C=NC(=NC1)C=C)=O 2-((2-Vinyl-pyrimidin-5-yl)oxy)acetic acid tert-butyl ester